ethyl 3-(3,4-difluorobenzoyl)-1,1,6-trimethyl-1,2,3,6-tetrahydroazepino[4,5-b]indole-5-carboxylate FC=1C=C(C(=O)N2C=C(C=3N(C=4C=CC=CC4C3C(C2)(C)C)C)C(=O)OCC)C=CC1F